5a-(4-bromophenyl)-3-chloro-8,8a-dihydroxy-1-methoxy-6-phenyl-5a,7,8,8a-tetrahydro-6H-cyclopenta[4,5]furo[3,2-c]pyridine-7-carboxamide BrC1=CC=C(C=C1)C12C(C=3C(=NC(=CC3O1)Cl)OC)(C(C(C2C2=CC=CC=C2)C(=O)N)O)O